(2R,3R,4S,5R)-4-(benzyloxy)-5-((benzyloxy)methyl)-2-(5-methyl-2,4-dioxo-3,4-dihydropyrimidin-1(2H)-yl)-5-vinyltetrahydrofuran-3-yl propionate C(CC)(=O)O[C@H]1[C@@H](O[C@]([C@H]1OCC1=CC=CC=C1)(C=C)COCC1=CC=CC=C1)N1C(NC(C(=C1)C)=O)=O